COC1=C(C=CC(=C1)OC)CNC1=NC=CC2=C(C=CC=C12)CCC12CC(C1)(C2)COC2=CC=1N(C=C2)C=CN1 N-[(2,4-Dimethoxyphenyl)methyl]-5-[2-[3-(imidazo[1,2-a]pyridin-7-yloxymethyl)-1-bicyclo[1.1.1]pentanyl]ethyl]isoquinolin-1-amine